CC1(N(C[C@H](C1)C)C1=C(C(=O)NS(=O)(=O)N2CCN(CC2)C(=O)OCC2=CC=CC=C2)C=CC=N1)C benzyl (S)-4-(N-(2-(2,2,4-trimethylpyrrolidin-1-yl)nicotinoyl)sulfamoyl)piperazine-1-carboxylate